C(C)(C)(C)OC(=O)N1CCN(CC1)C1=C2C=CC(=NC2=C(C=C1)C(NC=1C=C(C=2N(C1)C=C(N2)C)F)=O)OCCOC 4-[8-({8-fluoro-2-methylimidazo[1,2-a]pyridin-6-yl}carbamoyl)-2-(2-methoxyethoxy)quinolin-5-yl]piperazine-1-carboxylic acid tert-butyl ester